N,N-bis(9,9-dimethyl-9H-fluoren-2-yl)-5'-methoxy-3',3',4',6'-tetramethyl-2',3'-dihydrospiro[fluorene-9,1'-inden]-2-amine CC1(C2=CC=CC=C2C=2C=CC(=CC12)N(C1=CC2=C(C=C1)C1=CC=CC=C1C21CC(C2=C(C(=C(C=C12)C)OC)C)(C)C)C1=CC=2C(C3=CC=CC=C3C2C=C1)(C)C)C